NCCCCC(=O)N[C@H](C(=O)N1[C@@H](C[C@H](C1)O)C(=O)N[C@@H](C)C1=CC=C(C=C1)C1=C(N=CS1)C)C(C)(C)C (2S,4R)-1-((S)-2-(5-aminopentanamido)-3,3-dimethylbutanoyl)-4-hydroxy-N-((S)-1-(4-(4-methylthiazol-5-yl)phenyl)ethyl)pyrrolidine-2-carboxamide